C(#N)C(C)(C)C1=CC=C(C=N1)NCC#CC=1N(C2=CC=CC(=C2C1)NC(=O)N(C)C)CC(F)(F)F 1-[2-(3-{[6-(1-cyano-1-methylethyl)pyridin-3-yl]amino}prop-1-yn-1-yl)-1-(2,2,2-trifluoroethyl)-1H-indol-4-yl]-3,3-dimethylurea